6-(4-chlorophenyl)-2-(3-fluorophenyl)-N-(3-hydroxybutyl)-3-oxo-2,3-dihydropyridazine-4-carboxamide ClC1=CC=C(C=C1)C=1C=C(C(N(N1)C1=CC(=CC=C1)F)=O)C(=O)NCCC(C)O